Zirconium phosphate sodium [Na+].P(=O)([O-])([O-])[O-].[Zr+4]